4-(2-(di-methylamino)ethyl)piperidin-4-ol CN(CCC1(CCNCC1)O)C